(Z)-Isopropyl 7-((1R,2R,3R,5S)-3,5-bis((tert-butyldimethylsilyl)oxy)-2-((R)-3-((tert-butyldimethylsilyl)oxy)-5-phenylpentyl)cyclopentyl)hept-5-enoate [Si](C)(C)(C(C)(C)C)O[C@H]1[C@@H]([C@H]([C@H](C1)O[Si](C)(C)C(C)(C)C)C\C=C/CCCC(=O)OC(C)C)CC[C@H](CCC1=CC=CC=C1)O[Si](C)(C)C(C)(C)C